C(CCC(=O)O)(=O)O.ClC1=CC=C(NC2=NN=C(C3=CC=CC=C23)CC2=CC=NC=C2)C=C1 1-(4-chloroanilino)-4-(4-pyridylmethyl)phthalazine succinate